i-butylpyridinium bromide [Br-].C(C(C)C)[N+]1=CC=CC=C1